2,3-dimercaptobutane SC(C)C(C)S